N-[(6-Amino-2-pyridyl)sulfonyl]-6-[6-(cyclopropoxy)-3-pyridyl]-2-[(2S,5R)-2,5-dimethylpyrrolidin-1-yl]pyridin-3-carboxamid NC1=CC=CC(=N1)S(=O)(=O)NC(=O)C=1C(=NC(=CC1)C=1C=NC(=CC1)OC1CC1)N1[C@H](CC[C@H]1C)C